CC1=CNC2=NC=C(C=C21)C=2C=C1CCOCC1=C(C2)CN2CCOCC2 4-((6-(3-methyl-1H-pyrrolo[2,3-b]pyridin-5-yl)isochroman-8-yl)methyl)morpholine